4-(4-cyclopropyl-3-oxo-butanoyl)-2,6-difluoro-N,N-bis[(4-methoxyphenyl)methyl]benzenesulfonamide C1(CC1)CC(CC(=O)C1=CC(=C(C(=C1)F)S(=O)(=O)N(CC1=CC=C(C=C1)OC)CC1=CC=C(C=C1)OC)F)=O